2-chloro-4-methyl-6-phenylnicotinonitrile ClC1=C(C#N)C(=CC(=N1)C1=CC=CC=C1)C